3-triethoxysilylpropyl thiocaprylate C(CCCCCCC)(=S)OCCC[Si](OCC)(OCC)OCC